CN1C=C(C=C1)C=1C=NC=CC1NC(=O)C1=NC2=CC(=CC=C2C=N1)NS(=O)(=O)C N-(3-(1-methyl-1H-pyrrol-3-yl)pyridin-4-yl)-7-(methylsulfonylamino)quinazoline-2-carboxamide